4-(4-(2,5-Diazabicyclo[2.2.2]octan-2-yl)-2-(((S)-1-methylpyrrolidin-2-yl)methoxy-d2)-5,8-dihydropyrido[3,4-d]pyrimidin-7(6H)-yl)-5,6-difluoronaphthalen-2-ol C12N(CC(NC1)CC2)C=2C1=C(N=C(N2)OC([2H])([2H])[C@H]2N(CCC2)C)CN(CC1)C1=CC(=CC2=CC=C(C(=C12)F)F)O